C(C)(=O)[O-].C(CCCCCC)[NH+]1C(CCC1)CCC 1-Heptyl-2-propylpyrrolidinium acetat